C1[C@@H]2[C@@H](C2N)CN1C3=C(C=C4C(=O)C(=CN(C4=N3)C5=C(C=C(C=C5)F)F)C(=O)O)F The molecule is a 1,8-naphthyridine derivative that is 4-oxo-1,4-dihydro-1,8-naphthyridine-3-carboxylic acid bearing additional 2,4-difluorophenyl, fluoro and 6-amino-3-azabicyclo[3.1.0]hex-3-yl substituents at positions 1, 6 and 7 respectively. A broad-spectrum antibiotic that was withdrawn from the market due to risk of liver failure. It has a role as an antimicrobial agent, a hepatotoxic agent, a topoisomerase IV inhibitor, a DNA synthesis inhibitor and an antibacterial drug. It is a 1,8-naphthyridine derivative, an amino acid, a monocarboxylic acid, an azabicycloalkane, a tertiary amino compound, a primary amino compound, a quinolone antibiotic, a fluoroquinolone antibiotic and a difluorobenzene. It is a conjugate base of a trovafloxacin(1+).